C(CCC)[Sn](CC=C)(CCCC)CCCC tributyl-(prop-2-en-1-yl)stannane